((6-(difluoromethoxy)-2-(3'-(6-(difluoromethoxy)-5-((3-methylazetidin-1-yl)methyl)benzo[d]oxazol-2-yl)-2,2'-dimethyl-[1,1'-biphenyl]-3-yl)benzo[d]oxazol-5-yl)methyl)-L-proline FC(OC1=CC2=C(N=C(O2)C=2C(=C(C=CC2)C2=C(C(=CC=C2)C=2OC3=C(N2)C=C(C(=C3)OC(F)F)CN3CC(C3)C)C)C)C=C1CN1[C@@H](CCC1)C(=O)O)F